C(C)(C)C1(NC(C=2N1C(C(=CC2)NC2=CC(=NC=N2)NC(=O)C2CC2)=O)=O)C N-[6-[(3-isopropyl-3-methyl-1,5-dioxo-2H-imidazo[1,5-a]pyridin-6-yl)-amino]pyrimidin-4-yl]cyclopropanecarboxamide